C1CCC2=C(C=CC=C12)C1=C(C=C2C(=N1)C(=NN2)C=2C=CC(=NC2)CN2[C@H](C(N(CC2)C)=O)C)OC (S)-4-((5-(5-(2,3-Dihydro-1H-inden-4-yl)-6-methoxy-1H-pyrazolo[4,3-b]pyridin-3-yl)pyridin-2-yl)methyl)-1,3-dimethylpiperazin-2-one